C1(CCCCC1)C#C[C@@]1(OC2=CC=CC=C2C(C1)=O)C(=O)OC methyl (R)-2-(cyclohexylethynyl)-4-oxochromane-2-carboxylate